FC1=C(C(=C(C(=C1F)F)F)F)[B-](C1=C(C(=C(C(=C1F)F)F)F)F)(C1=C(C(=C(C(=C1F)F)F)F)F)C1=C(C(=C(C(=C1F)F)F)F)F.COC1=CC=C(C2=CC=CC=C12)C(C[S+](C)C)=O (2-(4-methoxynaphthalen-1-yl)-2-oxoethyl)dimethyl-sulfonium tetrakis(perfluorophenyl)borate